C1(CCCC1)CCC(=O)N1CCC(CC1)(O)CN1C=NC(=CC1=O)C1=C(C=CC=C1)F 3-((1-(3-Cyclopentylpropionyl)-4-hydroxypiperidin-4-yl)methyl)-6-(2-fluorophenyl)pyrimidin-4(3H)-one